C1(CC1)N1N=CC(=C1)N(C1CN(C1)C=1N=C(C=2N=C(N(C(C2N1)=O)C)C(F)(F)F)C1=C(C=C(C=C1)F)F)C 6-(3-((1-cyclopropyl-1H-pyrazol-4-yl)(methyl)amino)azetidin-1-yl)-8-(2,4-difluorophenyl)-3-methyl-2-(trifluoromethyl)pyrimido[5,4-d]pyrimidin-4(3H)-one